p-trimethylsiloxybromobenzene C[Si](OC1=CC=C(C=C1)Br)(C)C